isoquinoline-ol C1(=NC=CC2=CC=CC=C12)O